C(C#C)P(CC=C)(CC#C)=O di(2-propynyl)(2-propenyl)phosphine oxide